NC=1C=CC(=C(C1)S(=O)(=O)N)C=1C=NN(C1)C1CCCC1 5-amino-2-(1-cyclopentyl-1H-pyrazol-4-yl)benzenesulfonamide